FC1(CC(C1)CNC(=O)C=1C=NN2C1C=C(C=C2)C2=CNC=1N=C(N=CC12)NCC(C)(F)F)F N-((3,3-difluorocyclobutyl)methyl)-5-(2-((2,2-difluoropropyl)amino)-7H-pyrrolo[2,3-d]pyrimidin-5-yl)pyrazolo[1,5-a]pyridine-3-carboxamide